CCCCC/C=C\C/C=C\CCCCCCCCCC(=O)O[C@H](COC(=O)CCCCCCC/C=C\C/C=C\C/C=C\CC)COP(=O)(O)OC[C@H](CO)O 1-(9Z,12Z,15Z-octadecatrienoyl)-2-(11Z,14Z-eicosadienoyl)-glycero-3-phospho-(1'-sn-glycerol)